4-Chloro-N-(2-methoxy-4-morpholinophenyl)-5-(trifluoromethyl)pyrimidin-2-amine ClC1=NC(=NC=C1C(F)(F)F)NC1=C(C=C(C=C1)N1CCOCC1)OC